C1(CCCCC1)S(=O)(=O)OC1=C(C=CC=C1)NC(=O)NC1=CC=C(C=C1)OS(=O)(=O)C1CCCCC1 N-[2-(cyclohexanesulfonyloxy)phenyl]-N'-[4-(cyclohexanesulfonyloxy)phenyl]urea